(((6-Chloro-2-(trifluoromethyl)quinolin-4-yl)amino)methyl)-3-(3-cyano-1H-pyrazol-1-yl)azetidine-1-carboxamide ClC=1C=C2C(=CC(=NC2=CC1)C(F)(F)F)NCC1N(CC1N1N=C(C=C1)C#N)C(=O)N